FC=1C=C(C=CC1OC)C1=CN=C2N1C=CN=C2NC2=CC(=C(C(=O)NCC1(CNC1)O)C=C2)C 4-[[3-(3-fluoro-4-methoxy-phenyl)imidazo[1,2-a]pyrazin-8-yl]amino]-N-[(3-hydroxyazetidin-3-yl)methyl]-2-methyl-benzamide